C(#N)C(=C1C=C(OC(=C1)C=CC1=CC=C(C=C1)N(C)C)C)C#N 4-(di-cyanomethylene)-2-methyl-6-(p-dimethylaminostyryl)-4H-pyran